CC(C(=O)O)(C)SC(=S)CCCCCCCCCCCC 2-methyl-2-[(dodecylthiocarbonyl)thio]propanoic acid